Methylethoxyethylpyrrolidine CC1N(CCC1)CCOCC